C1(=CC=CC=C1)[Si](OC(C)=O)(OC(C)=O)C1=CC=CC=C1 di-phenyl-di-acetoxysilane